O=C1NC(CCC1N1C(C2=CC=CC(=C2C1=O)N[C@@H]1C[C@H](C1)C=O)=O)=O (trans)-3-{[2-(2,6-dioxopiperidin-3-yl)-1,3-dioxo-2,3-dihydro-1H-isoindol-4-yl]amino}cyclobutane-1-carbaldehyde